3-(5-(7-((2-oxa-7-azaspiro[3.5]non-7-yl)methyl)-3-amino-1H-pyrazolo[4,3-b]pyridin-5-yl)-1-oxoisoindolin-2-yl)piperidine-2,6-dione C1OCC12CCN(CC2)CC2=C1C(=NC(=C2)C=2C=C3CN(C(C3=CC2)=O)C2C(NC(CC2)=O)=O)C(=NN1)N